FC(C=1N=COC1C(=O)N1[C@@H](C2=C(CC1)NC=N2)C2=NN1C(C=CC(=C1)C(F)(F)F)=C2)F (S)-(4-(difluoromethyl)oxazol-5-yl)(4-(6-(trifluoromethyl)pyrazolo[1,5-a]pyridin-2-yl)-6,7-dihydro-1H-imidazo[4,5-c]pyridin-5(4H)-yl)methanone